ClC1=NC=NC=N1 2-chloro-1,3,5-triazine